(pentafluorophenyl)sulfonium borate B([O-])([O-])[O-].FC1=C(C(=C(C(=C1[SH2+])F)F)F)F.FC1=C(C(=C(C(=C1[SH2+])F)F)F)F.FC1=C(C(=C(C(=C1[SH2+])F)F)F)F